(3S,4S) or (3R,4R)-4-[4-(6-chloro-2-{[1-(2,2-difluoroethyl)-5-methyl-1H-pyrazol-4-yl]amino}quinazolin-7-yl)piperazin-1-yl]oxolan-3-ol ClC=1C=C2C=NC(=NC2=CC1N1CCN(CC1)[C@@H]1[C@@H](COC1)O)NC=1C=NN(C1C)CC(F)F |o1:17,18|